2-morpholino-4(s)-(2-triethoxysilylethyl)cyclohexan-1-ol O1CCN(CC1)C1C(CC[C@@H](C1)CC[Si](OCC)(OCC)OCC)O